ClC=1C=C2C(=CN=C(C2=CN1)N1[C@@H]([C@H](C1)CS(=O)(=O)C)C)C(CO)=C 2-(6-chloro-1-((2R,3S)-2-methyl-3-(methylsulfonylmethyl)azetidin-1-yl)-2,7-naphthyridin-4-yl)prop-2-en-1-ol